(1R,3S)-3-(3-{[(2-meth-oxypyridin-4-yl)acetyl]-amino}-1H-pyrazol-5-yl)-cyclopentyl [(2ξ)-2-(hydroxymethyl)butyl]-carbamate OCC(CNC(O[C@H]1C[C@H](CC1)C1=CC(=NN1)NC(CC1=CC(=NC=C1)OC)=O)=O)CC